OC(CCCCC(=O)O)CCCCCCCCCCCCCCCCCCCCCCC 6-Hydroxy-nonacosanoic acid